tert-Butyl-(S)-3-methyl-4-(5-(4,4,5,5-tetramethyl-1,3,2-dioxaborolan-2-yl)-7-tosyl-7H-pyrrolo[2,3-d]pyrimidin-4-yl)piperazine-1-carboxylate C(C)(C)(C)OC(=O)N1C[C@@H](N(CC1)C=1C2=C(N=CN1)N(C=C2B2OC(C(O2)(C)C)(C)C)S(=O)(=O)C2=CC=C(C)C=C2)C